NC1=NC=CC2=CC(=CC=C12)CN 1-amino-6-aminomethyl-isoquinoline